Cl.NC1=C(C=C2C(=N1)C(C=1C(=CC=CC1O2)Cl)=O)C2=NC=C(C=C2)NC2CCNCC2 2-amino-9-chloro-3-(5-(piperidin-4-ylamino)pyridin-2-yl)-10H-chromeno[3,2-b]pyridin-10-one hydrochloride